1-cyclopropyl-3-(4-(4-methyl-6-oxo-1,4,5,6-tetrahydropyridazine-3-yl)phenyl)guanidine C1(CC1)NC(=N)NC1=CC=C(C=C1)C1=NNC(CC1C)=O